FC=1C=C(C=CC1OC(F)(F)F)NC(NC1CCN(CC1)C(=O)OC(C)(C)C)=O tert-butyl 4-(3-(3-fluoro-4-(trifluoromethoxy)phenyl)ureido)piperidine-1-carboxylate